C(C)(C)(C)OC(N(C)CCNS(=O)(=O)C1=CC(=C(C=C1)NC1CCCCC1)N)=O (2-((3-amino-4-(cyclohexylamino)phenyl)sulfonamido)ethyl)(methyl)carbamic acid tert-butyl ester